rac-(2R,5S)-tert-butyl 2-(6-hydroxyspiro[3.3]heptan-2-yl)-5-methylpiperidine-1-carboxylate OC1CC2(CC(C2)[C@@H]2N(C[C@H](CC2)C)C(=O)OC(C)(C)C)C1 |r|